[Pd].C1(=CC=CC=C1)P (phenylphosphine) palladium (0)